tert-butyl (S)-2-(3-(4-bromo-3-(trifluoromethyl)phenyl)-1,2,4-oxadiazol-5-yl)pyrrolidine-1-carboxylate BrC1=C(C=C(C=C1)C1=NOC(=N1)[C@H]1N(CCC1)C(=O)OC(C)(C)C)C(F)(F)F